3-(2-(((oxetane-3-carbonyl)oxy)methoxy)-2,2-diphenylacetoxy)spiro[bicyclo[3.2.1]octane-8,1'-pyrrolidin]-1'-ium chloride [Cl-].O1CC(C1)C(=O)OCOC(C(=O)OC1CC2CCC(C1)[N+]21CCCC1)(C1=CC=CC=C1)C1=CC=CC=C1